5-bromo-1-(2-fluoroethyl)-1H-imidazole BrC1=CN=CN1CCF